9-(2,6-DIMETHYL-4-PROP-1-YNYL-PHENYL)-3-(METHYLSULFONIMIDOYL)-3-AZASPIRO[5.5]UNDECANE-8,10-DIONE CC1=C(C(=CC(=C1)C#CC)C)C1C(CC2(CCN(CC2)S(=O)(=N)C)CC1=O)=O